C1(CC1)C=1C(NC=2C=C(C=NC2C1)C(=O)OCC)=O Ethyl 7-cyclopropyl-6-oxo-5H-1,5-naphthyridine-3-carboxylate